ethyl 2-(methylthio)thieno[2,3-d]pyrimidine-6-carboxylate CSC=1N=CC2=C(N1)SC(=C2)C(=O)OCC